benzyl 2-(ethoxymethyl)-1-((2,2,5-trimethyl-1,3-dioxan-5-yl)methyl)-1,6,8,9-tetrahydro-7H-imidazo[4,5-c][1,7]naphthyridine-7-carboxylate C(C)OCC=1N(C2=C(C=NC=3CN(CCC23)C(=O)OCC2=CC=CC=C2)N1)CC1(COC(OC1)(C)C)C